Tetramethyl-germanium (IV) C[Ge](C)(C)C